C1(CCCCCCC1)C(NC(=O)C=1C(=NOC1)C)C=1NC2=C(C(=NC=C2)OC)N1 N-[cyclooctyl-(4-methoxy-1H-imidazo[4,5-c]pyridin-2-yl)methyl]-3-methylisoxazole-4-carboxamide